(S)-2-((2-((1-ethoxy-3,3-dimethyl-1,3-dihydro-[1,2]oxaborolo[4,3-b]pyridin-5-yl)amino)-5-(3-(quinuclidin-4-yl)-1,2,4-oxadiazol-5-yl)pyrimidin-4-yl)amino)-2-phenylethan-1-ol C(C)OB1OC(C2=NC(=CC=C21)NC2=NC=C(C(=N2)N[C@H](CO)C2=CC=CC=C2)C2=NC(=NO2)C21CCN(CC2)CC1)(C)C